C(C)(C)(C)OC(=O)N(C=1C(=NC=C(C1)Br)C(=O)OC)C(=O)OC(C)(C)C Methyl 3-(bis(t-butoxycarbonyl) amino)-5-bromopyridinecarboxylate